tert-butyl 3-[3-[[4-[(6,7-dimethoxy-1,5-naphthyridin-4-yl)oxy]-3-fluorophenyl]carbamoyl]-5-(4-fluorophenyl)-4-oxopyridin-1-yl]azetidine-1-carboxylate COC=1N=C2C(=CC=NC2=CC1OC)OC1=C(C=C(C=C1)NC(=O)C1=CN(C=C(C1=O)C1=CC=C(C=C1)F)C1CN(C1)C(=O)OC(C)(C)C)F